N-({3-nitro-4-[(3,3,3-trifluoropropyl)amino]phenyl}sulfonyl)-2-(1H-pyrrolo[2,3-b]pyridin-5-yloxy)benzamide [N+](=O)([O-])C=1C=C(C=CC1NCCC(F)(F)F)S(=O)(=O)NC(C1=C(C=CC=C1)OC=1C=C2C(=NC1)NC=C2)=O